ClC1=C(C(=NC=C1)C(=O)O)OC 4-chloro-3-methoxy-pyridine-2-carboxylic acid